(1R,2R,5S,6R)-3-(3-chlorophenyl)-2-methyl-3-azabicyclo[3.1.0]hexane-6-carboxylic acid methyl ester COC(=O)[C@@H]1[C@H]2CN([C@@H]([C@@H]12)C)C1=CC(=CC=C1)Cl